FC1=C(C(=CC=C1OC)F)B(O)O 2,6-DIFLUORO-3-METHOXYPHENYLBORONIC ACID